BrC=1C=C2C=C(C(=NC2=CC1)C)CC(=O)O 2-(6-bromo-2-methylquinolin-3-yl)acetic acid